C(C)(C)(C)OC(=O)N(C=1SC=CC1C(=O)OC)C methyl 2-((tert-butoxycarbonyl)(methyl)amino)thiophene-3-carboxylate